FC1=CC=CC(=N1)N1CC(C1)CCO 2-[1-(6-fluoropyridin-2-yl)azetidin-3-yl]ethan-1-ol